7-benzyl-3-phenyl-2,3,6,7,8,9-hexahydroimidazo[1,2-a]pyrido[3,4-e]pyrimidin-5(1H)-one C(C1=CC=CC=C1)N1CC=2C(N=C3N(C2CC1)CCN3C3=CC=CC=C3)=O